N1(CCCCC1)CCC[Li] 3-(1-piperidinyl)propyllithium